C(C)C(COCC1OC=2C(OC1)=CSC2)CCCC 3-(2-ethylhexoxymethyl)-2,3-dihydrothieno[3,4-b][1,4]-dioxine